S1C=NC2=C1C=C(C=C2)N2N=CN=C2CNC(=O)NCC2=NC(=NN2C2=CC(=C(C=C2)Cl)F)C 1-{[1-(1,3-benzothiazol-6-yl)-1H-1,2,4-triazol-5-yl]methyl}-3-{[1-(4-chloro-3-fluorophenyl)-3-methyl-1H-1,2,4-triazol-5-yl]methyl}urea